The molecule is an ether in which the two groups attached to the central oxygen atom are methyl and 2,2-dichloro-1,1-difluoroethyl. It has a role as an inhalation anaesthetic, a non-narcotic analgesic, a hepatotoxic agent and a nephrotoxic agent. It is an organofluorine compound, an organochlorine compound and an ether. COC(C(Cl)Cl)(F)F